7-bromo-2-chloro-4-hydrazinyl-5H-pyrrolo[3,2-d]pyrimidine BrC1=CNC2=C1N=C(N=C2NN)Cl